C(C1=CC=CC=C1)NC(=O)C=1C(=C2C3C(C(OC2=CC1CCCCC)(C)C)CCC(=C3)C)O N-benzyl-1-hydroxy-6,6,9-trimethyl-3-pentyl-6a,7,8,10a-tetrahydro-6H-benzo[c]chromene-2-carboxamide